C(C1=CC=CC=C1)C1=C2N=C(C(N2C=2C=CC=3C=C(C=CC3C2N1)O)=O)CC1=CC=C(C=C1)O 16-benzyl-5-hydroxy-13-[(4-hydroxyphenyl)methyl]-11,14,17-triazatetracyclo[8.7.0.0^{2,7}.0^{11,15}]heptadeca-1(10),2(7),3,5,8,13,15-heptaen-12-one